C(C1=CC=CC=C1)N1N=CC(=C1)NC1=NC=NC=C1 4-((1-benzyl-1H-pyrazol-4-yl)amino)pyrimidin